C(C(=C)C)(=O)OC=1C=C(C=CC1)N=C=O 3-Methacryloxyphenyl isocyanate